OC1CN(CC1)C=1C=C(N=NC1C)C#N 5-(3-hydroxypyrrolidin-1-yl)-6-methylpyridazine-3-carbonitrile